(3-(2,4-Dioxotetrahydropyrimidin-1(2H)-yl)-2-methylquinolin-6-yl)methyl (3-chloro-4-methylphenyl)carbamate ClC=1C=C(C=CC1C)NC(OCC=1C=C2C=C(C(=NC2=CC1)C)N1C(NC(CC1)=O)=O)=O